C(#N)C1=NC=CC(C1OCC)=O 2-cyano-3-ethoxypyridin-4-one